C(CCCCCCCCC)(=O)OCC(O)CO glyceryl monocaprinate